N-(4-(4-(2-methoxyethyl)piperazin-1-yl)pyridin-2-yl)-6-methylbenzo[d]thiazol-2-amine COCCN1CCN(CC1)C1=CC(=NC=C1)NC=1SC2=C(N1)C=CC(=C2)C